C[C@@H](C(=O)O)C=C (R)-2-methylbut-3-enoic acid